(2S,3S)-3-hydroxypyrrolidine-2-carboxylic acid methyl ester HCl salt Cl.COC(=O)[C@H]1NCC[C@@H]1O